7-[(2-methyl-4-nitrophenyl)sulfanyl]-[1,2,4]triazolo[1,5-a]pyridine CC1=C(C=CC(=C1)[N+](=O)[O-])SC1=CC=2N(C=C1)N=CN2